2-((6-hydroxy-3'-methyl-4-pentyl-[1,1'-biphenyl]-2-yl)oxy)-4-(pyridin-4-yl)-1,3,2-dioxaphosphinane 2-oxide OC1=CC(=CC(=C1C1=CC(=CC=C1)C)OP1(OCCC(O1)C1=CC=NC=C1)=O)CCCCC